N1N=C(C2=CC=CC=C12)C1=NOC=C1 INDAZOLYL-ISOXAZOLE